CC1(N(C2=CC=CC=C2C1)C(=O)NCCC1=CC=CC=C1)C 2,2-dimethyl-N-phenethylindoline-1-carboxamide